1-cyclopentyl-7-(methylsulfinyl)-3,4-dihydropyrimido[4,5-d]pyrimidine-2(1H)-one C1(CCCC1)N1C(NCC=2C1=NC(=NC2)S(=O)C)=O